(R)-N,N-BIS(4-METHOXYBENZYL)-1-(PYRIDIN-2-YL)HEX-5-ENE-2-SULFONAMIDE COC1=CC=C(CN(S(=O)(=O)[C@@H](CC2=NC=CC=C2)CCC=C)CC2=CC=C(C=C2)OC)C=C1